2,4,4-tri-methylpentene CC(=C)CC(C)(C)C